C[C@H]1CC2(OCC(CO2)N2N=CC=C2)CCN1C(=O)[C@H](CC(C)C)N1C([C@@H](NCC1)CC(C)C)=O (S)-1-[(S)-1-({(S)-8-Methyl-3-(1H-pyrazol-1-yl)-1,5-dioxa-9-aza-9-spiro[5.5]undecyl}carbonyl)-3-methylbutyl]-3-isobutyl-2-piperazinone